bis(4-bromophenyl)-N,N'-bis[4-(1,1-dimethylethyl)-2,6-dimethylphenyl]-1,4-phenylenediamine BrC1=CC=C(C=C1)N(C1=CC=C(C=C1)N(C1=C(C=C(C=C1C)C(C)(C)C)C)C1=CC=C(C=C1)Br)C1=C(C=C(C=C1C)C(C)(C)C)C